N-(2-Aminoethyl)ethanolamine ethyl-3-(diethylamino)-5-fluorobenzoate C(C)C1=C(C(=O)OCCNCCN)C=C(C=C1N(CC)CC)F